O=C1NC(CCC1N1C(N(C2=C1C=CC(=C2)C#CCN(C(OC(C)(C)C)=O)C)C)=O)=O Tert-butyl N-[3-[1-(2,6-dioxo-3-piperidyl)-3-methyl-2-oxo-benzimidazol-5-yl]prop-2-ynyl]-N-methyl-carbamate